ClC1=NC=C(C(=N1)C1=C(N=C(S1)C1CCC2(OCCO2)CC1)C(F)(F)F)F 5-(2-chloro-5-fluoropyrimidin-4-yl)-2-(1,4-dioxaspiro[4.5]decan-8-yl)-4-(trifluoromethyl)thiazole